3-(8-(1,3,6-trimethyl-2,4-dioxo-1,2,3,4-tetrahydropyrimidin-5-yl)chroman-5-yl)propanoic acid CN1C(N(C(C(=C1C)C=1C=CC(=C2CCCOC12)CCC(=O)O)=O)C)=O